cyclopropyl-(3-methoxy-4-(((6-(piperidin-4-yl)pyridin-2-yl)oxy)methyl)phenyl)methanone C1(CC1)C(=O)C1=CC(=C(C=C1)COC1=NC(=CC=C1)C1CCNCC1)OC